(R)-(1-(2-(4-chlorophenyl)propan-2-yl)-3-(4-(methylsulfonyl)phenethyl)pyrrolidin-3-yl)methanol ClC1=CC=C(C=C1)C(C)(C)N1C[C@](CC1)(CCC1=CC=C(C=C1)S(=O)(=O)C)CO